3-methoxy-2-((methylsulfonyl)oxy)-3,3-diphenylpropionic acid COC(C(C(=O)O)OS(=O)(=O)C)(C1=CC=CC=C1)C1=CC=CC=C1